C1(CCCCC1)C(=O)N1CC(CCC1)C(=O)N1CCN(CC1)C1=CC=NC2=CC=CC=C12 (1-(cyclohexylcarbonyl)piperidin-3-yl)(4-(quinolin-4-yl)piperazin-1-yl)methanone